ClC1=C(C=CC=C1)\C=C(\C(=O)N1CC(CCC1)C(=O)N)/CSC1=CC=CC=C1 (Z)-1-(3-(2-chlorophenyl)-2-((phenylthio)methyl)acryloyl)piperidine-3-carboxamide